(4-methylphenylsulfanylmethyl)-androst-5-en-3beta-ol CC1=CC=C(C=C1)SCC[C@@]12CCC[C@H]1[C@@H]1CC=C3C[C@H](CC[C@]3(C)[C@H]1CC2)O